Cl.C(C)(=O)C=1C(NC=C(C1)C(C)ON)=O 3-acetyl-5-(1-(aminooxy)ethyl)pyridin-2(1H)-one hydrochloride